O=C1NC(CCC1N1C(N(C2=C1C=CC(=C2)OC2CCN(CC2)C(=O)OC(C)(C)C)C)=O)=O tert-butyl 4-[1-(2,6-dioxo-3-piperidyl)-3-methyl-2-oxo-benzimidazol-5-yl]oxypiperidine-1-carboxylate